CN(C(=O)OC=1C(=CC(=C(C1)SSSC1=C(C=C(C(=C1)OC(=O)N(C)C)Cl)C)C)Cl)C bis(5-dimethylaminocarbonyloxy-4-chloro-2-methylphenyl) trisulfide